ClC=1C(=C(C=CC1Cl)NC1=NC=NC2=CC=C(C=C12)C1(CN(CC1)C(C=C)=O)C)F 1-(3-(4-((3,4-dichloro-2-fluorophenyl)amino)quinazolin-6-yl)-3-methylpyrrolidin-1-yl)prop-2-en-1-one